tert-Butyl rac-{(3R,4S)-4-[(7,8-dihydrofuro[3,2-e][1,3]benzothiazol-2-yl)amino]oxolan-3-yl}carbamate N1=C(SC2=C1C1=C(C=C2)OCC1)N[C@H]1[C@H](COC1)NC(OC(C)(C)C)=O |r|